3,4-Dimethyl-N-((R)-2-(((S)-11-oxo-2,3,10,11-tetrahydro-1H,5H-benzo[d]pyrazolo[1,2-a][1,2]diazepin-10-yl)carbamoyl)pentyl)isoxazol-5-carboxamid CC1=NOC(=C1C)C(=O)NC[C@@H](CCC)C(N[C@H]1C2=C(CN3N(C1=O)CCC3)C=CC=C2)=O